CN1CC2(C1)CC(C2)NC=2C(=CN(C(C2)=O)C2CCOCC2)C(=O)N[C@H](C)C2=C(C(=CC=C2)C(F)(F)F)C (R)-4-((2-methyl-2-azaspiro[3.3]hept-6-yl)amino)-N-(1-(2-methyl-3-(trifluoromethyl)phenyl)ethyl)-6-oxo-1-(tetrahydro-2H-pyran-4-yl)-1,6-dihydropyridine-3-carboxamide